BrC1=CC(=C(C=C1)C=1N=NN(C1)CC1OCCCC1)C 4-(4-bromo-2-methylphenyl)-1-((tetrahydro-2H-pyran-2-yl)methyl)-1H-1,2,3-triazole